CC(CSCCCCCCCCC(C)(C)C)O 1-(tert-dodecylthio)-2-propanol